6-Hydrazino-2-ethyl-3(2H)-pyridazinone N(N)C=1C=CC(N(N1)CC)=O